2-((5-(trifluoromethyl)pyridin-3-yl)oxy)-8-azaspiro[4.5]decane hydrochloride Cl.FC(C=1C=C(C=NC1)OC1CC2(CC1)CCNCC2)(F)F